t-butyl [(1R)-1-{4-[(3-cyano-4-methyl-1H-indol-7-yl) sulfamoyl]phenyl}ethyl]carbamate C(#N)C1=CNC2=C(C=CC(=C12)C)NS(=O)(=O)C1=CC=C(C=C1)[C@@H](C)NC(OC(C)(C)C)=O